N-({4-[2-(2-aminopyridin-3-yl)-5-cyclopropylimidazo[4,5-b]pyridin-3-yl]phenyl}methyl)-2-(2-chloro-4-formyl-3-hydroxyphenyl)acetamide NC1=NC=CC=C1C1=NC=2C(=NC(=CC2)C2CC2)N1C1=CC=C(C=C1)CNC(CC1=C(C(=C(C=C1)C=O)O)Cl)=O